ClC1=CC(=C(N=N1)C(C)N1CC2(COC2)C1)C 6-(1-(6-chloro-4-methylpyridazin-3-yl)ethyl)-2-oxa-6-azaspiro[3.3]heptane